(S)-4-((1-(6-(2,4-dioxo-1,2,3,4-tetrahydropyrimidin-5-yl)imidazo[1,2-b]pyridazin-8-yl)-4,4-difluoropyrrolidin-3-yl)oxy)benzonitrile O=C1NC=C(C(N1)=O)C=1C=C(C=2N(N1)C=CN2)N2C[C@@H](C(C2)(F)F)OC2=CC=C(C#N)C=C2